FC[C@H](CN1C(C2=CC=C(C=C2CC1)NC)=O)NC(OC(C)(C)C)=O tert-butyl (S)-(1-fluoro-3-(6-(methylamino)-1-oxo-3,4-dihydroisoquinolin-2(1H)-yl)propan-2-yl)carbamate